tert-butyl (1R,3R,5S)-3-[(3-[bicyclo[2.2.2]octan-1-yl]-5-cyclopropyl-1,2-oxazol-4-yl)carbonyloxy]-8-azabicyclo[3.2.1]octane-8-carboxylate C12(CCC(CC1)CC2)C2=NOC(=C2C(=O)OC2C[C@H]1CC[C@@H](C2)N1C(=O)OC(C)(C)C)C1CC1